C12CCCCCC(CC1)CC2 Bicyclo[5.2.2]undecane